1-[6-[1-[1-[3-[[4-[(5-Chloropyrimidin-2-yl)amino]-1-piperidyl]sulfonyl]phenyl]-2,2-difluoro-ethyl]-4-piperidyl]-1-methyl-indazol-3-yl]hexahydropyrimidine-2,4-dione ClC=1C=NC(=NC1)NC1CCN(CC1)S(=O)(=O)C=1C=C(C=CC1)C(C(F)F)N1CCC(CC1)C1=CC=C2C(=NN(C2=C1)C)N1C(NC(CC1)=O)=O